C(C)OC(=O)C=1N(C=C(N1)CC1=CC=CC=C1)COCC[Si](C)(C)C 4-benzyl-1-((2-(trimethylsilyl)ethoxy)methyl)-1H-imidazole-2-carboxylic acid ethyl ester